(S)-N-(cyclopropylmethyl)-2-(2-methyl-4-(3-propionyl-7-(trifluoromethyl)thieno[3,2-b]pyridin-5-yl)piperazin-1-yl)acetamide C1(CC1)CNC(CN1[C@H](CN(CC1)C1=CC(=C2C(=N1)C(=CS2)C(CC)=O)C(F)(F)F)C)=O